C(C)(CC)C1(CC=CC=C1)C 6-(sec-butyl)-6-methyl-1,3-cyclohexadiene